NC1=C(C(=NN1C(C(F)F)C)C1=CC=C(C=C1)C(C(=O)OC)C)C#N Methyl 2-(4-[5-amino-4-cyano-1-[1,1-difluoropropan-2-yl]pyrazol-3-yl]phenyl)propanoate